bis-(2-ethyloxy)formamide tert-butyl-((1r,4r)-4-(1,3-dioxoisoindolin-2-yl)cyclohexyl)(methyl)carbamate C(C)(C)(C)OC(N(C)C1CCC(CC1)N1C(C2=CC=CC=C2C1=O)=O)=O.CCON(C=O)OCC